FC=1SC2=C(C1)C=CC=C2 2-fluorobenzothiophene